4-((R)-2-azidobut-2-yl)-6-chloro-1-(((S)-4-(ethylsulfonyl)butan-2-yl)oxy)-2,7-naphthyridine N(=[N+]=[N-])[C@](C)(CC)C1=CN=C(C2=CN=C(C=C12)Cl)O[C@@H](C)CCS(=O)(=O)CC